(S)-2-(2-(4-((4-bromophenyl)sulfonyl)-2-oxopiperazin-1-yl)acetylamino)-N-(4-methoxyphenyl)-N-methyl-3-phenylpropanamide BrC1=CC=C(C=C1)S(=O)(=O)N1CC(N(CC1)CC(=O)N[C@H](C(=O)N(C)C1=CC=C(C=C1)OC)CC1=CC=CC=C1)=O